6-chloro-2-(5-(2,2-difluoro-1-methoxyethyl)-4H-1,2,4-triazol-3-yl)-7-fluoro-3-(1H-imidazol-1-yl)-5-methoxy-1-methyl-1H-indole ClC1=C(C=C2C(=C(N(C2=C1F)C)C1=NN=C(N1)C(C(F)F)OC)N1C=NC=C1)OC